O=C(CCCCCCCCCCC(=O)O)CCCCCC 12-oxostearic acid